CC=1N=C(N(C1)C(=O)NCCC1=CC=CC=C1)OCCN1CCN(CC1)C Methyl-2-(2-(4-methylpiperazin-1-yl)ethoxy)-N-phenethyl-1H-imidazole-1-carboxamide